3-(propane-2-yn-1-oxy)phenol C(C#C)OC=1C=C(C=CC1)O